8-methoxy-1,4-dioxaspiro[4.5]decane-8-carbonitrile COC1(CCC2(OCCO2)CC1)C#N